2-((S)-1-propenoyl-4-(7-(8-methylnaphthalen-1-yl)-2-(2-((S)-1-methylpyrrolidin-2-yl)ethyl)-5,6,7,8-tetrahydropyrido[3,4-d]pyrimidin-4-yl)piperazin-2-yl)acetonitrile C(C=C)(=O)N1[C@H](CN(CC1)C=1C2=C(N=C(N1)CC[C@H]1N(CCC1)C)CN(CC2)C2=CC=CC1=CC=CC(=C21)C)CC#N